OCC1=C(C=CC=C1)N1C(C=CC1=O)=O 1-(2-hydroxymethylphenyl)-1H-pyrrole-2,5-dione